C(C)C1(C(CC2=C1C(=C1C=NN(C1=C2)C2OCCCC2)B(O)O)(F)F)F (5-ethyl-5,6,6-trifluoro-1-(tetrahydro-2H-pyran-2-yl)-1,5,6,7-tetrahydrocyclopenta[f]indazol-4-yl)boronic acid